FC(C(=O)OC1=C(C(=O)O)C=CC(=C1)C(=O)O)=C(C(C(C(C(C(C(F)(F)F)(F)F)(F)F)(F)F)(F)F)(F)F)F 2-(perfluorononenoyloxy)terephthalic acid